Cl.Cl.C(C)(=O)C=1C(=CC2=C(OCO2)C1)NC(CN(C1CCNCC1)C)=O N-(6-acetylbenzo[d][1,3]-dioxol-5-yl)-2-(methyl-(piperidin-4-yl)amino)acetamide dihydrochloride